ClC1=NC=C(C(=C1)N[C@H](CCOC1=C(C=NN1C)C1=NC=CC(=N1)N)C)C1=NC=CN=C1 (S)-2-(5-(3-((2-Chloro-5-(pyrazin-2-yl)pyridin-4-yl)amino)butoxy)-1-methyl-1H-pyrazol-4-yl)pyrimidin-4-amine